C(C)C1(CCC=2NC3=CC=CC=C3C2C1)/C=C/C#N (E)-3-(3-ethyl-2,3,4,9-tetrahydro-1H-carbazol-3-yl)acrylonitrile